C(C)(=O)C=1C=C(C=C2C(=C(C(=NC12)C1CCOCC1)C)C#N)Cl 8-acetyl-6-chloro-3-methyl-2-tetrahydropyran-4-yl-quinoline-4-carbonitrile